methyl 4-((3-(4-(2-(2-aminopyridin-3-yl)-5-phenyl-3H-imidazo[4,5-b]pyridin-3-yl)phenyl)azetidin-1-yl)methyl)-2,2-dimethylcyclohexane-1-carboxylate NC1=NC=CC=C1C1=NC=2C(=NC(=CC2)C2=CC=CC=C2)N1C1=CC=C(C=C1)C1CN(C1)CC1CC(C(CC1)C(=O)OC)(C)C